COC1=CC=C2C3=C(NC2=C1)C(=NC=C3)C(C(=O)N)C3=CC=C(C=C3)OC (7-methoxy-9H-pyrido[3,4-b]indol-1-yl)-2-(4-methoxyphenyl)acetamide